(S)-5-(1-(3,5-dichloropyridin-4-yl)ethoxy)-3-iodo-6-methoxy-1H-indazole ClC=1C=NC=C(C1[C@H](C)OC=1C=C2C(=NNC2=CC1OC)I)Cl